C(#N)C(C(=O)OCCCCCCCCCCCCCCCCCCCC)=C eicosyl alpha-cyanoacrylate